4-[2-[[6-[2,6-difluoro-3-(pyrrolidin-1-ylsulfonylamino)phenyl]-8-methyl-7-oxopyrido[2,3-d]pyrimidin-2-yl]amino]ethyl]piperidine-1-carboxylic acid tert-butyl ester C(C)(C)(C)OC(=O)N1CCC(CC1)CCNC=1N=CC2=C(N1)N(C(C(=C2)C2=C(C(=CC=C2F)NS(=O)(=O)N2CCCC2)F)=O)C